ClC=1C=NN2C1C(=CC(=C2)C=2C=NN(C2C)C2CCN(CC2)CC2(CN(C2)C(C=C)=O)OC)OC 1-(3-((4-(4-(3-chloro-4-methoxypyrazolo[1,5-a]pyridin-6-yl)-5-methyl-1H-pyrazol-1-yl)piperidin-1-yl)methyl)-3-methoxyazetidin-1-yl)prop-2-en-1-one